C(C=C)(=O)N1[C@@H]([C@H](N(CC1)S(=O)(=O)C)C1=CC(=NC(=C1)Cl)C1=CC(=NC=N1)C(=O)NC)COC 6-(4-((2R,3S)-4-acryloyl-3-(methoxymethyl)-1-(methylsulfonyl)piperazin-2-yl)-6-chloropyridin-2-yl)-N-methylpyrimidine-4-carboxamide